NC=1C(=NON1)N1N=NC(=C1CO)CO [3-(4-amino-1,2,5-oxadiazol-3-yl)-5-(hydroxymethyl)-1,2,3-triazol-4-yl]methanol